(3-chloro-4-fluorophenyl)(3-(2,2,2-trifluoroethoxy)cyclobutyl)methanamine ClC=1C=C(C=CC1F)C(N)C1CC(C1)OCC(F)(F)F